chromane-6-carboxamide O1CCCC2=CC(=CC=C12)C(=O)N